CN1C(=C(C=2CCC3=C(C12)C=CC=C3)C3=CC(=CC(=C3)Cl)Cl)C(=O)O Methyl-3-(3,5-dichlorophenyl)-4,5-dihydro-1H-benzo[g]indole-2-carboxylic acid